C(C)(=O)O[C@H]1[C@@H](O)O[C@@H]([C@@H]([C@@H]1OC(C)=O)OC(C)=O)COC(C)=O 2,3,4,6-tetra-O-acetyl-α-D-galactopyranose